COC1=CC=CC=2CC(OC21)C(=O)N[C@H](C(N[C@@H](C[C@H]2C(NCC2)=O)C(COC(F)(F)F)=O)=O)CC(C)C 7-methoxy-N-((S)-4-methyl-1-oxo-1-(((S)-3-oxo-1-((S)-2-oxopyrrolidin-3-yl)-4-(trifluoromethoxy)butan-2-yl)amino)pentan-2-yl)-2,3-dihydrobenzofuran-2-carboxamide